tert-Butyl 1,1-difluoro-2-(4,4,5,5-tetramethyl-1,3,2-dioxaborolan-2-yl)-6-azaspiro[2.5]octane-6-carboxylate FC1(C(C12CCN(CC2)C(=O)OC(C)(C)C)B2OC(C(O2)(C)C)(C)C)F